NC1=C(C=CC=C1SC1=NC=C(C=N1)Cl)O 2-amino-3-[(5-chloropyrimidine-2-yl)thio]phenol